5-[2-(2-{[N-(Naphthalin-1-yl)acetamido]methyl}phenyl)ethynyl]pyridin C1(=CC=CC2=CC=CC=C12)N(C(C)=O)CC1=C(C=CC=C1)C#CC=1C=CC=NC1